N1=CC(=CC=C1)CC=O 2-(pyridin-3-yl)ethane-1-one